(S)-2-((R)-2-hydroxy-2-phenylpropanamido)-4-((2-phenoxyethyl)(4-(5,6,7,8-tetrahydro-1,8-naphthyridin-2-yl)butyl)amino)butanoic acid O[C@](C(=O)N[C@H](C(=O)O)CCN(CCCCC1=NC=2NCCCC2C=C1)CCOC1=CC=CC=C1)(C)C1=CC=CC=C1